1-(Methoxycarbonyloxy)cyclopropane-1-carboxylic acid COC(=O)OC1(CC1)C(=O)O